6-(6-(1-(difluoromethyl)-1H-pyrazol-4-yl)imidazo[1,2-b]pyridazin-3-yl)-N-(4,4-difluoropyrrolidin-3-yl)pyridin-2-amine FC(N1N=CC(=C1)C=1C=CC=2N(N1)C(=CN2)C2=CC=CC(=N2)NC2CNCC2(F)F)F